N-(6-(5-(hydroxymethyl)-1-methyl-1H-pyrazol-4-yl)isoquinolin-3-yl)-1-methylpiperidine-4-carboxamide OCC1=C(C=NN1C)C=1C=C2C=C(N=CC2=CC1)NC(=O)C1CCN(CC1)C